C(C1=CC=CC=C1)OC1=CC=C(C=C1)C1(CN(CC1)C(=O)C1CS(CC1)(=O)=O)S(=O)(=O)C1=CC=C(C=C1)F 3-{3-[4-(benzyloxy)phenyl]-3-(4-fluorobenzenesulfonyl)pyrrolidine-1-carbonyl}-1λ6-thiolane-1,1-dione